Cl.C1N(CC12CCNCC2)C2=NC=NC=C2OC2=C(C(=O)N(C(C)C)C1CC(C1)F)C=C(C=C2)F 2-((4-(2,7-diazaspiro[3.5]non-2-yl)pyrimidin-5-yl)oxy)-5-fluoro-N-((1r,3r)-3-fluorocyclobutyl)-N-isopropylbenzamide hydrochloride